ClC=1C=CC2=C(N=C(O2)C2CC3(CC(C3)NC(=O)[C@@H]3CN(C(C3)=O)C)C2)C1 (Sa)-(3S)-N-[6-(5-chloro-1,3-benzoxazol-2-yl)spiro[3.3]heptan-2-yl]-1-methyl-5-oxo-pyrrolidine-3-carboxamide